ClC=1C=C(C=CC1Cl)C(C1=NN=C(O1)C1CN(CC12CN(C2)C(C(C(F)F)(C)C)=O)C(=O)OCC=C)(F)F allyl 8-(5-((3,4-dichlorophenyl)difluoromethyl)-1,3,4-oxadiazol-2-yl)-2-(3,3-difluoro-2,2-dimethylpropanoyl)-2,6-diazaspiro[3.4]octane-6-carboxylate